C(N)(OC=1C=NN(C1)CC=1C(=NC(=NC1)S(=O)(=O)C)C)=O (1-((4-methyl-2-(methylsulfonyl) pyrimidin-5-yl) methyl)-1H-pyrazol-4-yl) carbamate